ClC=1C=NC(=NC1)[C@H]([C@H](C)S(=O)(=O)NC1=NN=C(N1C=1C(=NC=NC1OC)OC)C1CC(C1)C(F)(F)F)OC (1R,2S)-1-(5-chloropyrimidin-2-yl)-N-(4-(4,6-dimethoxypyrimidin-5-yl)-5-((1s,3R)-3-(trifluoromethyl)cyclobutyl)-4H-1,2,4-triazol-3-yl)-1-methoxypropane-2-sulfonamide